FC([C@@H]1CN(CC1)C1=CC=C(C=N1)C1CN(C1)C(=O)N1CC2(C1)CC(C2)N2N=C(N=C2)C(F)(F)F)(F)F [3-[6-[(3S)-3-(trifluoromethyl)pyrrolidin-1-yl]-3-pyridyl]azetidin-1-yl]-[6-[3-(trifluoromethyl)-1,2,4-triazol-1-yl]-2-azaspiro[3.3]heptan-2-yl]methanone